tert-butyl (2-(5-(trifluoromethoxy)-1H-indol-3-yl)ethyl)carbamate FC(OC=1C=C2C(=CNC2=CC1)CCNC(OC(C)(C)C)=O)(F)F